C1(CC1)N(C1=C(C(=NC=N1)NCC1CC(N(CC1)CC(=O)N)C)F)CC1=CC=C(C=C1)C(F)(F)F 2-(4-(((6-(cyclopropyl(4-(trifluoromethyl)benzyl)amino)-5-fluoropyrimidin-4-yl)amino)methyl)-2-methylpiperidin-1-yl)acetamide